N=1C=NN2C1C=C(C=C2)C2=CNC=1N=C(N=C(C12)OC)NC1CC(C1)(C)C(=O)N1CCCC1 ((1s,3s)-3-((5-([1,2,4]triazolo[1,5-a]pyridin-7-yl)-4-methoxy-7H-pyrrolo[2,3-d]pyrimidin-2-yl)amino)-1-methylcyclobutyl)(pyrrolidin-1-yl)methanone